1-(1H-benzo[d]imidazol-6-yl)-6-fluoro-9H-pyrido[3,4-b]indole N1C=NC2=C1C=C(C=C2)C2=NC=CC1=C2NC2=CC=C(C=C12)F